BrC=1C=C(C(=NC1Br)C)N1CCOCC1 4-(5,6-Dibromo-2-methylpyridin-3-yl)morpholine